CC1=NC(=C(C(=N1)Cl)Cl)N 2-methyl-4,5-dichloro-6-aminopyrimidine